7-(1-(2-((2-(2,6-dioxopiperidin-3-yl)-1-oxoisoindoline-4-yl)thio)ethyl)piperidine-4-yl)-2-(4-phenoxyphenyl)-4,5,6,7-tetrahydropyrazolo[1,5-a]pyrimidine-3-carboxamide O=C1NC(CCC1N1C(C2=CC=CC(=C2C1)SCCN1CCC(CC1)C1CCNC=2N1N=C(C2C(=O)N)C2=CC=C(C=C2)OC2=CC=CC=C2)=O)=O